dimethyl 2,2-dipropylmalonate C(CC)C(C(=O)OC)(C(=O)OC)CCC